C1(CCC2CC=CC=C12)[Ti](C)(C)C Tetrahydroindenyl-trimethyl-titanium